1-aminocyclobutane hydrochloride Cl.NC1CCC1